2-(tert-butoxycarbonylamino)-4-[cyclopropyl-[4-(5,6,7,8-tetrahydro-1,8-naphthyridin-2-yl)butyl]amino]butanoic acid C(C)(C)(C)OC(=O)NC(C(=O)O)CCN(CCCCC1=NC=2NCCCC2C=C1)C1CC1